C1(=CC=CC=C1)[C@H]1CC[C@H](CC1)OC[C@@H]1N(CCC[C@@H]1C1=NNC=C1)C(=O)OCC(C)C isobutyl (CIS)-2-((((CIS)-4-phenylcyclohexyl)oxy)methyl)-3-(1H-pyrazol-3-yl)piperidine-1-carboxylate